FC1([C@H]2CC=3C(=NNC3C[C@]21C)C(=O)NC=2C=NN(C2)C2CCNCC2)F (4aS,5aR)-5,5-difluoro-5a-methyl-N-(1-(piperidin-4-yl)-1H-pyrazol-4-yl)-1,4,4a,5,5a,6-hexahydrocyclopropa[f]indazole-3-carboxamide